C(C)OC([C@@H](N)CSC(C)(C)C1CCC(CC1)C)=O.C(C)NC(=O)N1CCN(CC1)CC1=CC(=NC(=C1)C1=CC(=CC=C1)[N+](=O)[O-])NC=1SC(=CN1)C N-ethyl-4-((2-((5-methylthiazol-2-yl)amino)-6-(3-nitrophenyl)pyridin-4-yl)methyl)piperazine-1-carboxamide ethyl-S-(2-(4-methylcyclohexyl)propan-2-yl)cysteinate